2-methyl-5-(4-methyl-3,4,5,6-tetrahydropyridin-2-yl)benzo[d]thiazole CC=1SC2=C(N1)C=C(C=C2)C2=NCCC(C2)C